(2S)-1-[6-(1-hexylnonyloxy)-6-oxo-hexyl]-4-hydroxy-pyrrolidine-2-carboxylic acid [8-(1-hexylnonyloxy)-8-oxo-octyl] ester C(CCCCC)C(CCCCCCCC)OC(CCCCCCCOC(=O)[C@H]1N(CC(C1)O)CCCCCC(=O)OC(CCCCCCCC)CCCCCC)=O